COC=1C=C(C=C(C1)OC)C=1C=C(C=2N(C1)C=C(N2)C2=CC=C(C=C2)NCCOCCOCCOCCOCCO)C2=CC=C(C=C2)CC 1-(4-(6-(3,5-dimethoxyphenyl)-2-(4-((14-hydroxy-3,6,9,12-tetraoxatetradecyl)amino)phenyl)imidazo[1,2-a]pyridin-8-yl)phenyl)ethan